stearoamidopropyl-dimethylamine C(CCCCCCCCCCCCCCCCC)(=O)NCCCN(C)C